ClC1=NC=C(C(=N1)NCC1=C(C=C(C=C1)OC)OC)C=1C(=NN(C1)C)Cl 2-chloro-5-(3-chloro-1-methyl-1H-pyrazol-4-yl)-N-(2,4-dimethoxybenzyl)pyrimidine-4-amine